FC=1C(=C2C(=CC(=CC2=CC1)O)C1=C(C=2N=C(N=C(C2C=N1)N1CCOCCC1)OC[C@]12CCCN2C[C@@H](C1)F)F)C#CCO 6-fluoro-4-(8-fluoro-2-(((2R,7aS)-2-fluorotetrahydro-1H-pyrrolizin-7a(5H)-yl)methoxy)-4-(1,4-oxazepan-4-yl)pyrido[4,3-d]pyrimidin-7-yl)-5-(3-hydroxyprop-1-yn-1-yl)naphthalen-2-ol